C12C=CC(C(C1C(=O)[O-])C(=O)[O-])C2 bicyclo[2.2.1]hept-2-ene-5,6-dicarboxylate